FC=1C=NN(C1)C1=CC=C(C=N1)[C@H](C)NC(=O)C1CCN(CC1)C=1N=C(C2=C(N1)NC=C2)NC2=CC(=NN2)C (S)-N-(1-(6-(4-fluoro-1H-pyrazol-1-yl)pyridin-3-yl)ethyl)-1-(4-((3-methyl-1H-pyrazol-5-yl)amino)-7H-pyrrolo[2,3-d]pyrimidin-2-yl)piperidine-4-carboxamide